2,2-bis(p-methacryloyloxyphenyl)hexafluoropropane methyl-2-acetyl-3-methyl-imidazo[1,2-b]pyridazine-7-carboxylate COC(=O)C1=CC=2N(N=C1)C(=C(N2)C(C)=O)C.C(C(=C)C)(=O)OC2=CC=C(C=C2)C(C(F)(F)F)(C(F)(F)F)C2=CC=C(C=C2)OC(C(=C)C)=O